(3R*,5R*)-5-fluoropiperidin-3-ol hydrochloride Cl.F[C@@H]1C[C@H](CNC1)O |o1:2,4|